4-vinyl-2-(2-fluoro-4-methylphenyl)-5-(1H-pyrrolo[2,3-b]pyridin-4-yl)-1-{[2-(trimethylsilyl)ethoxy]methyl}-1H-pyrrole-3-carboxylic acid C(=C)C=1C(=C(N(C1C1=C2C(=NC=C1)NC=C2)COCC[Si](C)(C)C)C2=C(C=C(C=C2)C)F)C(=O)O